1-hydroxyethyl-3-methylimidazolium bromide salt [Br-].OC(C)C=1NC=C[N+]1C